BrC=1C(=CC2=C(OCO2)C1)C(=O)O 6-bromo-1,3-benzodioxole-5-carboxylic acid